COC1=C(C(=CC=C1)OC)N1C(=NN=C1C1=NC=C(C=C1)C)C(=O)NS(=O)(=O)CC1=NC=C(C=N1)C 4-(2,6-Dimethoxyphenyl)-5-(5-methylpyridin-2-yl)-N-(((5-methylpyrimidin-2-yl)methyl)sulfonyl)-4H-1,2,4-triazole-3-carboxamide